NC1=CC(=CC(=N1)C#N)C(F)(F)F 6-amino-4-(trifluoromethyl)pyridine-2-carbonitrile